N-tert-butyloxycarbonyl-3-bromo-5-(1,2,3,6-tetrahydropyridin-2-yl)pyridine C(C)(C)(C)OC(=O)N1CC(=CC(=C1)C1NCC=CC1)Br